2-(di-2-pyridylmethylene)-N,N-dimethylhydrazinothioformamide N1=C(C=CC=C1)C(=NNC(=S)N(C)C)C1=NC=CC=C1